1-(2-cyclohexyl-1-phenylethyl)-3-iodo-1H-pyrazole C1(CCCCC1)CC(C1=CC=CC=C1)N1N=C(C=C1)I